10,10-dioxido-9H-thioxanthen O=S1(C=2C=CC=CC2CC2=CC=CC=C12)=O